F[C@H]1CN(CC[C@H]1NC1=C2C=C(N(C2=CC=C1)CC(F)(F)F)C1=NN=C(O1)CNC(C1=CC(=CC=C1)OC)=O)C N-((5-(4-(((3S,4R)-3-fluoro-1-methylpiperidin-4-yl)amino)-1-(2,2,2-trifluoroethyl)-1H-indol-2-yl)-1,3,4-oxadiazol-2-yl)methyl)-3-methoxybenzamide